5-((5-cyclopropyl-2-methoxypyridin-4-yl)oxy)pyrimidine-2,4-diamine C1(CC1)C=1C(=CC(=NC1)OC)OC=1C(=NC(=NC1)N)N